3-[1-(4-benzyl-1-[[2-(trimethylsilyl)ethoxy]methyl]imidazol-2-yl)imidazo[1,5-a]pyrazin-6-yl]-2,4-difluoroaniline C(C1=CC=CC=C1)C=1N=C(N(C1)COCC[Si](C)(C)C)C=1N=CN2C1C=NC(=C2)C=2C(=C(N)C=CC2F)F